FC(C)(F)C1=NC(=CC(=N1)NC1=CC(=NC=C1OC)NC(C)=O)C1=CN=C(S1)C N-(4-((2-(1,1-difluoroethyl)-6-(2-methylthiazol-5-yl)pyrimidin-4-yl)amino)-5-methoxypyridin-2-yl)acetamide